C(C)(C)(C)OC(=O)N1C[C@H](CC1)[C@@H](C(=O)O)C\C=C\CN1C(OC2=C1C=CC=C2)=O (E,2S)-2-[(3R)-1-tert-butoxycarbonylpyrrolidin-3-yl]-6-(2-oxo-1,3-benzoxazol-3-yl)hex-4-enoic acid